BrC=1C(=C(C(=C(C1)F)N)N)F 4-bromo-3,6-difluoro-benzene-1,2-diamine